4-(2-acryloyl-2,6-diazaspiro[3.4]octan-6-yl)-6-(3-hydroxy-2-oxopiperidin-1-yl)-2-(((S)-1-methylpyrrolidin-2-yl)methoxy)pyrimidine-5-carbonitrile C(C=C)(=O)N1CC2(C1)CN(CC2)C2=NC(=NC(=C2C#N)N2C(C(CCC2)O)=O)OC[C@H]2N(CCC2)C